C(CC=CCC)OC(CCC)=O Trans-butanoic acid 3-hexenyl ester